2-[(2S)-2-{[(tert-butoxy)carbonyl]amino}-5-{[(1E)-{[(tert-butoxy)carbonyl]amino}({[(tert-butoxy)carbonyl]imino})methyl]amino}pentanamido]acetic acid C(C)(C)(C)OC(=O)N[C@H](C(=O)NCC(=O)O)CCCN\C(=N/C(=O)OC(C)(C)C)\NC(=O)OC(C)(C)C